C(CCCCCCCCCCCCCCCCCCCC)OC(CN(CC(=O)O)CCCN(CC(OCCCCCCCCCCC)=C=O)CCCCO)=O.CC1=C(C=C(C=C1)C(C)=O)C(F)(F)F 1-(4-methyl-3-(trifluoromethyl)phenyl)ethan-1-one Heneicosyl-2,2'-((3-((4-hydroxybutyl)(2-carbonyl-2-(undecanyloxy)ethyl)amino)propyl)azanediyl)diacetate